[Si](C)(C)(C(C)(C)C)OC1[C@H]2N(C(C3=C(N1C(=O)OCC=C)C=C(C(=C3)OC)O)=O)CCC2 allyl (11aS)-11-((tert-butyldimethylsilyl) oxy)-8-hydroxy-7-methoxy-5-oxo-2,3,11,11a-tetrahydro-1H-benzo[e]pyrrolo[1,2-a][1,4]diazepine-10(5H)-carboxylate